(S)-4-(difluoromethyl)-3-(8-fluoro-9-iodo-5,6-dihydrobenzo[f]imidazo[1,2-d][1,4]oxazepin-2-yl)oxazolidine-2-thione FC([C@H]1N(C(OC1)=S)C=1N=C2N(CCOC3=C2C=CC(=C3F)I)C1)F